C1(CC1)C1=CC=C(N=N1)NC1=NN2C(C=C(C=C2)C2=CC(=NC=C2OC[C@@]23CN[C@@H](CO2)C3)C)=C1 N-(6-cyclopropylpyridazin-3-yl)-5-[2-methyl-5-[[(1R,4R)-5-oxa-2-azabicyclo[2.2.1]heptan-4-yl]methoxy]-4-pyridyl]pyrazolo[1,5-a]pyridin-2-amine